tert-butyl (3-oxo-3',6'-di(pyrrolidin-1-yl)spiro[isoindoline-1,9'-xanthen]-2-yl)carbamate O=C1N(C2(C3=CC=C(C=C3OC=3C=C(C=CC23)N2CCCC2)N2CCCC2)C2=CC=CC=C12)NC(OC(C)(C)C)=O